NCCNCCNCCN N',N-bis(2-aminoethyl)ethylenediamine